(6-chloro-5-isopropyl-1-(tetrahydro-2H-pyran-2-yl)-1H-indazol-4-yl)boronic acid ClC1=C(C(=C2C=NN(C2=C1)C1OCCCC1)B(O)O)C(C)C